2,3-dichloroacrylonitrile ClC(C#N)=CCl